Tert-butyl 3-[(1-[3-(benzyloxy)propoxy]methylcyclopropyl)(methyl)carbamoyl]-4H,5H,6H,7H-pyrazolo[1,5-a]pyrazine-5-carboxylate C(C1=CC=CC=C1)OCCCOCC1(CC1)N(C(=O)C=1C=NN2C1CN(CC2)C(=O)OC(C)(C)C)C